CN1C(C2(C3=C1C=NC=1C=CC(=CC31)C=3C=NC1=CC=CC=C1C3)CC2)=O 3'-Methyl-8'-(quinolin-3-yl)spiro[cyclopropane-1,1'-pyrrolo[2,3-c]quinolin]-2'(3'H)-one